C1CCC2=C(C=CC=C12)C1=C(C=C2C(=N1)C(=NN2)C=2C=NN(C2)C2CN(C2)C(C)=O)OC (3-(4-(5-(2,3-dihydro-1H-inden-4-yl)-6-methoxy-1H-pyrazolo[4,3-b]pyridin-3-yl)-1H-pyrazol-1-yl)azetidin-1-yl)ethan-1-one